NC=1C2=C(N=CN1)N(C=C2C2=CC=C(C=C2)OC2=CC=CC=C2)C2CCC(CC2)=CC(=O)NC 2-(4-(4-Amino-5-(4-phenoxyphenyl)-7H-pyrrolo[2,3-d]pyrimidin-7-yl)cyclohexylidene)-N-methylacetamide